2-{N-(trimethylsilyl)}amino-4-(trimethylsilyl)-1,3,5-triazine C[Si](NC1=NC=NC(=N1)[Si](C)(C)C)(C)C